N-(4-methoxybenzyl)-N-(6-morpholino-3-(2,2,2-trifluoroethyl)imidazo[1,2-b]Pyridazin-8-yl)Glycine COC1=CC=C(CN(CC(=O)O)C=2C=3N(N=C(C2)N2CCOCC2)C(=CN3)CC(F)(F)F)C=C1